2-methoxy-3-nitro-6-((tetrahydro-2H-pyran-2-yl)oxy)pyridine COC1=NC(=CC=C1[N+](=O)[O-])OC1OCCCC1